n-butyl propionate CCCCOC(=O)CC